N-((2s,4s)-2-((1-((3-bromopyridin-2-yl)methyl)-3-oxoisoindolin-2-yl)methyl)-5-oxa-7-azaspiro[3.4]oct-6-en-6-yl)cyanamide BrC=1C(=NC=CC1)CC1N(C(C2=CC=CC=C12)=O)CC1CC2(C1)OC(=NC2)NC#N